anilino-6'-(N-ethyl-N-isopentylamino)-3'-methyl-spiro[phthalide-3,9'-[9H]xanthene] N(C1=CC=CC=C1)C1=CC(=CC=2OC3=CC(=CC=C3C3(C12)OC(=O)C1=CC=CC=C13)N(CCC(C)C)CC)C